1-benzyl-3-methyl-5-(pyridine-2-yl)pyrazin tert-Butyl-3-(4-(1,1-difluoro-2-hydroxy-2-methylpropoxy)-7-(pyrimidin-2-yl)benzo[d]oxazol-2-yl)-3,8-diazabicyclo[3.2.1]octane-8-carboxylate C(C)(C)(C)OC(=O)N1C2CN(CC1CC2)C=2OC1=C(N2)C(=CC=C1C1=NC=CC=N1)OC(C(C)(C)O)(F)F.C(C1=CC=CC=C1)N1CC(=NC(=C1)C1=NC=CC=C1)C